CN1C(C2=C(C\C=C/C1)C=CC(=C2)NC2=NC=C(C(=N2)NC=2C=CC1=C(NC(O1)=O)C2)C)=O (Z)-2-Methyl-9-[5-methyl-4-(2-oxo-2,3-dihydro-benzooxazol-5-ylamino)-pyrimidin-2-ylamino]-3,6-dihydro-2H-benzo[c]azocin-1-one